(2,6,6-trimethylcyclohex-2-en-1-yl)but-3-en-2-one CC=1C(C(CCC1)(C)C)CC(C=C)=O